ethoxyethyl-pyrrole sodium [Na].C(C)OCCC=1NC=CC1